ClC=1C=C(C=CC1Cl)C1=NC(=NO1)[C@H](C)NC(C1=NC=CC(=C1O)OC)=O (S)-N-(1-(5-(3,4-dichlorophenyl)-1,2,4-oxadiazol-3-yl)ethyl)-3-hydroxy-4-methoxypicolinamide